FC(C1=CC=C(COC(CC)C2=CC=CC(=N2)C2=C(NN=N2)C#N)C=C1)(F)F 5-{6-[1-(4-trifluoromethyl-benzyloxy)-propyl]-pyridin-2-yl}-3H-[1,2,3]triazole-4-carbonitrile